monododecyl phosphite monosodium salt [Na+].P(OCCCCCCCCCCCC)([O-])O